C(CCCCCCCCCCCCCCCCC)(=O)[O-].C(CCCCCCCCCCCCCCCCC)(=O)[O-].[Cu+2] copper distearate